2-(2,6-dioxo-3-piperidyl)-5-[4-[4-fluoro-4-[[4-[4-[5-(1-methylcyclopropoxy)-1H-indazol-3-yl]-2-pyridyl]piperazin-1-yl]methyl]piperidine-1-carbonyl]-1-piperidyl]isoindoline-1,3-dione O=C1NC(CCC1N1C(C2=CC=C(C=C2C1=O)N1CCC(CC1)C(=O)N1CCC(CC1)(CN1CCN(CC1)C1=NC=CC(=C1)C1=NNC2=CC=C(C=C12)OC1(CC1)C)F)=O)=O